2-{[(E)-({2-chloro-4-fluoro-5-[3-methyl-2,6-dioxo-4-(trifluoromethyl)-3,6-dihydropyrimidin-1(2H)-yl]phenyl}methylidene)amino]oxy}propanoate ClC1=C(C=C(C(=C1)F)N1C(N(C(=CC1=O)C(F)(F)F)C)=O)\C=N\OC(C(=O)[O-])C